2-((1-methyl-1H-pyrazol-4-yl)amino)-4-((2-(methylsulfonyl)benzyl)amino)pyrimidin-5-carboxamide CN1N=CC(=C1)NC1=NC=C(C(=N1)NCC1=C(C=CC=C1)S(=O)(=O)C)C(=O)N